(S)-quinuclidin-3-yl (5-(2,4-dichloro-3-methoxyphenyl)-2,2-dimethyl-2,3-dihydro-1H-inden-1-yl)carbamate ClC1=C(C=CC(=C1OC)Cl)C=1C=C2CC(C(C2=CC1)NC(O[C@@H]1CN2CCC1CC2)=O)(C)C